octaprenyl diphosphate CC(=CCC/C(=C/CC/C(=C/CC/C(=C/CC/C(=C/CC/C(=C/CC/C(=C/CC/C(=C/COP(=O)(O)OP(=O)(O)O)/C)/C)/C)/C)/C)/C)/C)C